C[NH2+][C@@H](CCC(=O)[O-])C(=O)[O-] The molecule is an L-alpha-amino acid anion resulting from deprotonation of the carboxy groups and protonation of the secondary amino group of N-methyl-L-glutamic acid. It derives from a L-glutamate(1-). It is a conjugate base of a N-methyl-L-glutamic acid.